tert-butyl 3-((tert-butoxycarbonyl)amino)-5-(4,4,5,5-tetramethyl-1,3,2-dioxaborolan-2-yl)-1H-indole-1-carboxylate C(C)(C)(C)OC(=O)NC1=CN(C2=CC=C(C=C12)B1OC(C(O1)(C)C)(C)C)C(=O)OC(C)(C)C